C1(CC1)N1N=CC(=C1)[C@@H]1OCC[C@@H](C1)C=1C=C(C=2N(N1)C(C(=C(N2)C)C)=O)C2CCC(CC2)(F)F 7-[(2R,4S)-2-(1-cyclopropylpyrazol-4-yl)tetrahydropyran-4-yl]-9-(4,4-difluorocyclohexyl)-2,3-dimethyl-pyrimido[1,2-b]pyridazin-4-one